3-methyl-3-(piperidin-1-yl)pyrrolidine-1-carboxylic acid tert-butyl ester C(C)(C)(C)OC(=O)N1CC(CC1)(N1CCCCC1)C